C1(CCC(N1)=O)=O Z-succinimide